2-(2-Methyl-4-pyridyl)oxazole-4-carboxylic acid CC1=NC=CC(=C1)C=1OC=C(N1)C(=O)O